BrC=1C=C(C=CC1)[C@H](C)N (1S)-1-(3-bromophenyl)ethylamine